N-(4-fluorophenyl)-7-(6-fluoroquinoline-4-yl)-2-azaspiro[3.5]nonane-2-carboxamide FC1=CC=C(C=C1)NC(=O)N1CC2(C1)CCC(CC2)C2=CC=NC1=CC=C(C=C21)F